FC1=C(C=CC(=C1F)C(F)(F)F)C1=C(C=C(C=C1)C1=CCC(CC1)C1OCC(CO1)CCC)F 2-[4-[4-[2,3-Difluoro-4-(trifluoromethyl)phenyl]-3-fluoro-phenyl]cyclohex-3-en-1-yl]-5-propyl-1,3-dioxan